1-Dimethylamino-2-nitroethylene CN(C=C[N+](=O)[O-])C